2-[[2-[4-[2-[2-[2-[2-[2-[2-[2-(4-amino-3-methoxy-pyrazol-1-yl)ethoxy]ethoxy]ethoxy]ethoxy]ethoxy]ethoxy]ethylsulfamoyl]anilino]-5-bromo-pyrimidin-4-yl]amino]-6-fluoro-benzamide NC=1C(=NN(C1)CCOCCOCCOCCOCCOCCOCCNS(=O)(=O)C1=CC=C(NC2=NC=C(C(=N2)NC2=C(C(=O)N)C(=CC=C2)F)Br)C=C1)OC